3-ethyl-N-(4-methyl-1,1-dioxo-thian-4-yl)-6-[[3-(2,2,2-trifluoroethoxy)-2-pyridyl]oxy]imidazo[1,2-a]pyridine-2-carboxamide C(C)C1=C(N=C2N1C=C(C=C2)OC2=NC=CC=C2OCC(F)(F)F)C(=O)NC2(CCS(CC2)(=O)=O)C